C1(CC1)S(=O)(=O)NC=1SC=C(N1)C(C(=O)N(C1=CC=C(C=C1)C1=NC(=CN=C1)C(F)(F)F)C)(C)C 2-(2-(cyclopropanesulfonamido)thiazol-4-yl)-N,2-dimethyl-N-(4-(6-(trifluoromethyl)pyrazin-2-yl)phenyl)propanamide